methyl (S)-2-((S)-2-(((2-(3-chlorophenyl)-2-methylpropoxy) carbonyl)amino)-3,3-dimethylbutanamido)-3-((S)-2-oxopyrrolidin-3-yl)propanoate ClC=1C=C(C=CC1)C(COC(=O)N[C@H](C(=O)N[C@H](C(=O)OC)C[C@H]1C(NCC1)=O)C(C)(C)C)(C)C